(1R)-N-(7-chloro-6-(4-((3R,4R)-4-methoxy-3-methyltetrahydrofuran-3-yl)piperazin-1-yl)isoquinolin-3-yl)-6-oxaspiro[2.5]octane-1-carboxamide ClC1=C(C=C2C=C(N=CC2=C1)NC(=O)[C@@H]1CC12CCOCC2)N2CCN(CC2)[C@@]2(COC[C@@H]2OC)C